ClC=1C=C(CNC2=C3N=CNC3=NC(=N2)C=2C=NC=C(C2)Cl)C=C(C1)C 6-((3-Chloro-5-methylbenzyl)amino)-2-(5-chloropyridin-3-yl)-9H-purine